FC(C(=O)O)(F)F.NC=1C2=C(N=CN1)N(C1=C2C=2C(C(CC1)=O)=C(ON2)C2CC2)C2=NC=CC=C2 11-amino-3-cyclopropyl-7-(pyridin-2-yl)-6,7-dihydroisoxazolo[4'',3'':6',7']cyclohepta[1',2':4,5]pyrrolo[2,3-d]pyrimidin-4(5H)-one 2,2,2-trifluoroacetate